C(C=C)C(C(=O)O)C(=O)O.[Na] sodium allylmalonic acid